COC(=O)C1=CN(C=C1)CCCC(=O)O 4-(3-(methoxycarbonyl)-1H-pyrrol-1-yl)butanoic acid